C(C)(C)(C)[C@@H]1CC=2C=C3C(=NC2CC1)SC(=N3)C(=O)N[C@H](CCO)C=3C=C(C(=O)OCC)C=CC3 ethyl 3-((R)-1-((S)-7-(tert-butyl)-5,6,7,8-tetrahydrothiazolo[5,4-b]quinoline-2-carboxamido)-3-hydroxypropyl)benzoate